C(C1=CC=CC=C1)N1CC(OC(C1)CO[Si](C(C)C)(C(C)C)C(C)C)OC 4-benzyl-2-methoxy-6-({[tris(prop-2-yl)silyl]oxy}methyl)morpholine